C1(CC1)C(N1C=C(C2=C1N=CN=C2N)C=2C(=NC=CC2)OC)C=2N=NN(C2)C2=C(C=CC=C2)F 7-{cyclopropyl-[1-(2-fluorophenyl)-1H-1,2,3-triazol-4-yl]Methyl}-5-(2-methoxypyridin-3-yl)-7H-pyrrolo[2,3-d]Pyrimidin-4-amine